(1S,4S,9S,10R,13R)-5,5,9,13-tetramethyl-14,16-dioxatetracyclo[11.2.1.0~1,10~.0~4,9~]hexadecane CC1([C@@H]2CC[C@]34[C@@H]([C@]2(CCC1)C)CC[C@](OC3)(O4)C)C